C(CCCCC)OP(OCCCCCC)OCCCCCC Trihexylphosphite